BrC1=C2C(=NC=C1)C=NN2COCC[Si](C)(C)C 7-bromo-1-{[2-(trimethylsilyl)ethoxy]methyl}pyrazolo[4,3-b]pyridine